6-(4-(3-methyltetrahydrofuran-3-yl)piperazin-1-yl)-1H-indazole CC1(COCC1)N1CCN(CC1)C1=CC=C2C=NNC2=C1